4-Chloro-7-(1,4-dioxaspiro[4.5]dec-7-en-8-yl)-1H-indole-3-carbonitrile ClC1=C2C(=CNC2=C(C=C1)C1=CCC2(OCCO2)CC1)C#N